C(C)OC=1C=CC(=NC1)C=1N=C(SC1)NC1=NC=C(C(=C1)C(F)(F)F)C(C)C 4-(5-ethoxypyridin-2-yl)-N-(5-isopropyl-4-(trifluoromethyl)pyridin-2-yl)thiazol-2-amine